selenium pentadecene C=CCCCCCCCCCCCCC.[Se]